Cl.CN1C2C(CC1)NCC2 1-Methyloctahydropyrrolo[3,2-b]pyrrole hydrochloride